1,2,3,4,5-pentamethylcyclopentadiene CC1=C(C(=C(C1C)C)C)C